7-[2-(2-methoxyethoxy)phenyl]-N-(3-pyridyl)benzofuran-2-carboxamide COCCOC1=C(C=CC=C1)C1=CC=CC=2C=C(OC21)C(=O)NC=2C=NC=CC2